4-chloro-6-{imidazo[1,2-a]pyridin-3-yl}pyrimidine ClC1=NC=NC(=C1)C1=CN=C2N1C=CC=C2